3-(8,8-difluoro-7-oxobicyclo[4.2.0]oct-1,3,5-triene-2-enyloxy)-5-difluoromethylbenzonitrile FC1(C(C2=CC(=C=C=C12)OC=1C=C(C#N)C=C(C1)C(F)F)=O)F